FC(C(=O)O)(F)F.NC1=NC(=CC2=C1N=C(N=C2)C=2C=C(C=CC2)C#C[C@]2(C(N(CC2)C)=O)O)C (R)-3-((3-(8-amino-6-methylpyrido[3,4-d]pyrimidin-2-yl)phenyl)ethynyl)-3-hydroxy-1-methylpyrrolidin-2-one trifluoroacetate